iron (2+) bis(cyclopent-2,4-diyn-1-yldiphenyl-λ4-phosphine) palladium dichloride [Pd](Cl)Cl.C1(C#CC#C1)[PH](C1=CC=CC=C1)C1=CC=CC=C1.C1(C#CC#C1)[PH](C1=CC=CC=C1)C1=CC=CC=C1.[Fe+2]